C(=O)O.C(#N)C=1C(=NC=C(C1C1=CC(=C(C=C1)C#N)F)C1=CC(=C(C=C1)OC)O)N1CCC(CC1)NCC1=CC=C(C=C1)C1=C(CCC1)C(=O)NO 2-(4-(((1-(3-Cyano-4-(4-cyano-3-fluorophenyl)-5-(3-hydroxy-4-methoxyphenyl)pyridin-2-yl)piperidin-4-yl)amino)methyl)phenyl)-N-hydroxycyclopent-1-ene-1-carboxamide formate